3-(2-chloro-4-fluorophenoxy)-1,2-dihydro-2-pyridinone ClC1=C(OC=2C(NC=CC2)=O)C=CC(=C1)F